ethyl (S)-3-hydroxy-4-iodobutanoate O[C@@H](CC(=O)OCC)CI